tert-butyl 4-(3-fluoro-4-piperidyl)piperazine-1-carboxylate FC1CNCCC1N1CCN(CC1)C(=O)OC(C)(C)C